ClC=1C=C2C(=C(C=NC2=CC1)NC=1C=NC=NC1)NC1=C(C(=O)O)C=CC=C1 2-[[6-chloro-3-(pyrimidin-5-ylamino)-4-quinolinyl]amino]benzoic acid